FC1=CC=C(C=C1)C1=NN2C(NCC(C2)CN(C)C)=C1C=1C=CC(N(N1)C1=C(C=CC=C1)C)=O (+)-6-{2-(4-fluorophenyl)-6-[(dimethylamino)methyl]-4,5,6,7-tetrahydropyrazolo[1,5-a]pyrimidin-3-yl}-2-(2-methylphenyl)pyridazin-3(2H)-one